ClC=1C=CC2=C(N=C(O2)C2CC3(CC(C3)NC(=O)C=3OC(=CC3)S(=O)(=N)N3CCCC3)C2)C1 N-[6-(5-chloro-1,3-benzoxazol-2-yl)spiro[3.3]heptane-2-yl]-5-(pyrrolidin-1-ylsulfonimidoyl)furan-2-carboxamide